COC=1C=C(CC(N)C)C=C2C1OCO2 3-methoxy-4,5-methylenedioxy-amphetamine